9-(4-bromophenyl)-3,6-di-t-butylcarbazole BrC1=CC=C(C=C1)N1C2=CC=C(C=C2C=2C=C(C=CC12)C(C)(C)C)C(C)(C)C